C(C1=CC=CC=C1)N(C1=C2NC(N(C2=NC=N1)[C@H]1C(CN(CC1)C(=O)OC(C)(C)C)(F)F)=O)CC1=CC=CC=C1 Tert-butyl (4R)-4-[6-(dibenzylamino)-8-oxo-7H-purin-9-yl]-3,3-difluoropiperidine-1-carboxylate